CN(C)CC1=CC=C(N)C=C1 4-(dimethylaminomethyl)aniline